N1(CCCCCC1)C=1C2=C(N=C(N1)SC)C(=C(N=C2)C2=CC(=CC1=CC=CC(=C21)CC)OCOC)F 4-(azepan-1-yl)-7-[8-ethyl-3-(methoxymethoxy)-1-naphthyl]-8-fluoro-2-methylsulfanyl-pyrido[4,3-d]pyrimidine